C(C)OC1=CC=C(C=C1)C#CC1=CN(C2=NC=C(C=C21)NC(C=C)=O)C N-(3-((4-Ethoxyphenyl)ethynyl)-1-methyl-1H-pyrrolo[2,3-b]pyridin-5-yl)acrylamide